6'-(difluoromethoxy)-[2,3'-bipyridine]-3-carbonitrile FC(OC1=CC=C(C=N1)C1=NC=CC=C1C#N)F